3-(4-hex-5-ynylpiperazinyl)propanoic acid C(CCCC#C)N1CCN(CC1)CCC(=O)O